CC1=C(OC=2CCC3=CN(N=C3C21)CC2=CC(=NC=C2)C)C(=O)O 8-Methyl-2-[(2-methylpyridin-4-yl)methyl]-4,5-dihydro-2H-furo[2,3-g]indazole-7-carboxylic acid